C1(CC1)C1=C(C=C(C=C1)[C@@H](NC(=O)[C@H]1N(C[C@@H](C1)F)C(CNC1=NC(=NC=C1)C)=O)C1=CC=CC=C1)F (2S,4R)-N-[(S)-(4-cyclopropyl-3-fluorophenyl)(phenyl)methyl]-4-fluoro-1-{2-[(2-methylpyrimidin-4-yl)amino]acetyl}pyrrolidine-2-carboxamide